(3-methoxypropyl)trimethoxysilane COCCC[Si](OC)(OC)OC